NC=1C(=NC(=CC1C1=C2C=NNC2=CC=C1C)C1=NC(=NC=C1)OC(C)C)C(=O)N 3-amino-6-(2-isopropoxypyrimidin-4-yl)-4-(5-methyl-1H-indazol-4-yl)pyridinecarboxamide